C(C)(C)(C)C=1C=C(C(=O)O)C(=CC1F)O 3-(tert-butyl)-4-fluoro-6-hydroxybenzoic acid